C1(=CC(=CC=C1)C1=CC=NN1)C1=CC=CC=C1 5-([1,1'-biphenyl]-3-yl)-1H-pyrazol